[O-]S(=O)(=O)C(F)(F)F.CN1C=C(C2=CC=CC=C12)C(C1=CC=CC=C1)[P+](C1=CC=CC=C1)(C1=CC=CC=C1)C1=CC=CC=C1 ((1-methyl-1H-indol-3-yl)(phenyl)methyl)triphenylphosphonium triflate